C(C)(C)N1C(=NC(=C1)C(F)(F)F)C1=CC=C(C=N1)CO (6-(1-isopropyl-4-(trifluoromethyl)-1H-imidazol-2-yl)pyridin-3-yl)methanol